((4R,5R)-5-(2-fluorophenyl)-2,2-diethyl-1,3-dioxolan-4-yl)methyl sulfamate S(N)(OC[C@H]1OC(O[C@@H]1C1=C(C=CC=C1)F)(CC)CC)(=O)=O